CN(CCCN1CCNCC1)C 1-[3-(dimethylamino)propyl]piperazine